C1CC2CC1C3C2C(C(C3)CN)CN octahydro-4,7-methano-1H-indenedimethanamine